[C@@H]12COC[C@H]2C1C(CN1C=2C(CC(C1)(F)F)=C(SC2C(=O)OC)Br)NC(=O)OC(C)(C)C methyl 1-(2-((1R,5S,6s)-3-oxabicyclo[3.1.0]hexan-6-yl)-2-((tert-butoxycarbonyl)amino)ethyl)-5-bromo-3,3-difluoro-1,2,3,4-tetrahydrothieno[3,4-b]pyridine-7-carboxylate